[Si](C)(C)(C(C)(C)C)OCC=1CC(C=C(C1)CO[Si](C)(C)C(C)(C)C)(O)N 3,5-bis-(tert-butyldimethylsilyloxymethyl)-1-aminophenol